tricaprylylethoxysilane C(CCCCCCC)(=O)[Si](OCC)(C(CCCCCCC)=O)C(CCCCCCC)=O